((methoxymethyl)thio)quinolin COCSC1=NC2=CC=CC=C2C=C1